C(C)C=1C=C(C=CC1CC)O 3,4-diethylphenol